(1S,3aR,6aS)-2-(2-(tert-butylamino)-2-oxoacetyl)-4-fluoro-N-((S)-3-oxo-1-((S)-2-oxopyrrolidin-3-yl)-4-(trifluoromethoxy)butan-2-yl)octahydrocyclopenta[c]pyrrole-1-carboxamide C(C)(C)(C)NC(C(=O)N1[C@@H]([C@@H]2[C@H](C1)C(CC2)F)C(=O)N[C@@H](C[C@H]2C(NCC2)=O)C(COC(F)(F)F)=O)=O